ClC=1C=C(C=CC1)C1=C(C=CC=C1)I 3'-chloro-2-iodo-1,1'-biphenyl